CN1C(C=CC=C1)=O 1-methyl-2-pyridone